C(C1=CC=CC=C1)N(C(O)=O)CC=1NC(=CN1)C1=CC=C(C=C1)C(F)(F)F.Br.FC(C1=CC=C(C=C1)C1=CN=C(N1)CN)(F)F 1-{5-[4-(trifluoromethyl)phenyl]-1H-imidazol-2-yl}methanamine hydrogen bromide benzyl-({5-[4-(trifluoromethyl)phenyl]-1H-imidazol-2-yl}methyl)carbamate